tert-butyl-4-(thiazol-2-yl)-3,6-dihydropyridine C(C)(C)(C)C1=NCC=C(C1)C=1SC=CN1